CN1CC=CC(=C1)N1CCN(CC1)CC=1C=CC=2C3=C(C(NC2C1)=O)C=CN3C N-methyl-5-(4-((1-methyl-4-oxo-4,5-dihydro-1H-pyrrolo[3,2-c]quinolin-7-yl)methyl)piperazin-1-yl)pyridine